FC=1C=CC2=C(OCC(N2)COC)C1F 7,8-difluoro-3-(methoxymethyl)-3,4-dihydro-2H-benzo[b][1,4]oxazine